(R)-5-(4-((1-(3-(1,1-difluoro-2-hydroxyethyl)phenyl)ethyl)amino)-7-methyl-2-(trifluoromethyl)-7H-pyrazolo[3,4-h]quinazolin-6-yl)-1-methylpyridin-2(1H)-one FC(CO)(F)C=1C=C(C=CC1)[C@@H](C)NC1=NC(=NC2=C3C(=C(C=C12)C=1C=CC(N(C1)C)=O)N(N=C3)C)C(F)(F)F